CN(C=1C=CC2=CC3=CC=C(C=C3N=C2C1)N(C)C)C 3-N,3-N,6-N,6-N-tetramethylacridine-3,6-diamine